4,4-Dimethyl-1-nonen CC(CC=C)(CCCCC)C